(±)-3-(2,2-dimethyl-1,3-dioxolan-4-yl)-1-(4-methoxyphenyl)propan-1-one CC1(OC[C@H](O1)CCC(=O)C1=CC=C(C=C1)OC)C |r|